FC=1C=C(C=C2CCN(CC12)[C@@H]1CCC2(C1)CCCC2)C(=O)OC methyl 8-fluoro-2-[(3R)-spiro[4.4]nonan-3-yl]-3,4-dihydro-1H-isoquinoline-6-carboxylate